FC1=C(C=C(C=C1)NC(=O)C1=C(N(C(=C1C)C(C(NC1CCN(CC1)C=1SC=CC1)=O)=O)C)C)C N-(4-fluoro-3-methylphenyl)-1,2,4-trimethyl-5-(2-oxo-2-((1-(thiophen-2-yl)piperidin-4-yl)amino)acetyl)-1H-pyrrole-3-carboxamide